N-(3-(N,N-dimethylamino)propyl)methacrylamide CN(C)CCCNC(C(=C)C)=O